3-(4-hydroxyphenyl)-4-(4-methoxy-3-methylphenyl)-8-methylchroman-7-ol OC1=CC=C(C=C1)C1COC2=C(C(=CC=C2C1C1=CC(=C(C=C1)OC)C)O)C